NC(C(=O)O)(CCCCB(O)O)CCCN(CC1=CC=CC2=CC=CC=C12)C 2-amino-6-borono-2-(3-(methyl(naphthalen-1-ylmethyl)amino)propyl)hexanoic acid